BrC1=CC(=C(C=C1)[N+](=O)[O-])S(=O)(=O)C 4-bromo-2-(methylsulfonyl)-1-nitrobenzene